C(#N)C(C1=CC(=CC=C1)OC1=CC=CC=C1)OC(=O)C1C(C1C=C(C(F)(F)F)Cl)(C)C 3-(2-chloro-3,3,3-trifluoropropenyl)-2,2-dimethylcyclopropanecarboxylic acid alpha-cyano-3-phenoxybenzyl ester